7-cyano-2-cyclopropyl-N-[(3-fluorophenyl)-methyl]-4-methyl-quinoline-3-carboxylic acid amide C(#N)C1=CC=C2C(=C(C(=NC2=C1)C1CC1)C(=O)NCC1=CC(=CC=C1)F)C